tert-butyl (S)-2-(cyanomethyl)-4-(2,8-difluoro-7-(8-((triisoPropylsilyl)ethynyl)naphthalen-1-yl)quinazolin-4-yl)piperazine-1-carboxylate C(#N)C[C@@H]1N(CCN(C1)C1=NC(=NC2=C(C(=CC=C12)C1=CC=CC2=CC=CC(=C12)C#C[Si](C(C)C)(C(C)C)C(C)C)F)F)C(=O)OC(C)(C)C